2-chloro-N,5,7-trimethyl-1,8-naphthyridin-4-amine ClC1=NC2=NC(=CC(=C2C(=C1)NC)C)C